(1r,3R)-N-(4,4-dimethyl-5-(3-((1s,3S)-3-(methylamino)cyclobutoxy)phenyl)pentyl)-3-((2-ethylbenzofuran-5-yl)oxy)cyclobutan-1-amine CC(CCCNC1CC(C1)OC=1C=CC2=C(C=C(O2)CC)C1)(CC1=CC(=CC=C1)OC1CC(C1)NC)C